CS(=O)(=O)N1CCC(CC1)NC1=NC=C(C(=N1)C1=CN=C(S1)NC(OCC)=O)C(F)(F)F Ethyl N-[5-[2-[(1-methylsulfonylpiperidin-4-yl)amino]-5-(trifluoromethyl)pyrimidin-4-yl]-1,3-thiazol-2-yl]carbamate